ClC1=CC=C(C=C1)C1=CC=C(C=C1)N(C1=CC=CC2=CC=CC=C12)C1=CC=CC=C1 N-(4'-chloro-[1,1'-biphenyl]-4-yl)-N-phenylnaphthalen-1-amine